(S)-4-chloro-2-(1-((2-fluoro-4-isopropylphenyl)sulfonyl)piperidin-4-yl)-5-(((tetrahydro-2H-pyran-3-yl)methyl)amino)pyridazin-3(2H)-one ClC=1C(N(N=CC1NC[C@H]1COCCC1)C1CCN(CC1)S(=O)(=O)C1=C(C=C(C=C1)C(C)C)F)=O